C[C@]12CC[C@@H](C([C@@H]1CC[C@@]3([C@@H]2CC[C@@]45[C@]3(C[C@H]([C@@]6([C@H]4CC(CC6)(C)C)CO5)O)C)C)(C)C)O[C@H]7[C@@H]([C@H]([C@H](CO7)O[C@H]8[C@@H]([C@H]([C@@H]([C@H](O8)CO)O)O[C@H]9[C@@H]([C@H]([C@@H]([C@H](O9)CO)O[C@H]1[C@@H]([C@H]([C@@H]([C@H](O1)CO)O)O)O)O[C@H]1[C@@H]([C@H]([C@@H]([C@H](O1)CO)O)O)O)O)O[C@H]1[C@@H]([C@H]([C@@H](CO1)O)O)O)O)O[C@H]1[C@@H]([C@H]([C@@H]([C@H](O1)CO)O)O)O The molecule is a triterpenoid saponin that is composed of (3beta,16alpha)-13,28-epoxyoleanane-3,16-diol having a beta-D-Glcp-(1->2)-{beta-D-Xylp-(1->2)-{beta-D-Glcp-(1->3)-[beta-D-Glcp-(1->4)]-beta-D-Glcp-(1->3)}-beta-D-Glcp-(1->4)}-alpha-L-Arap moiety attached to position 3 by a glycosidic linkage. It is isolated from whole plants of Ardisia japonica and exhibits significant cytotoxicity against a panel of human cancer cell lines. It has a role as an antineoplastic agent and a plant metabolite. It is a heptasaccharide derivative, a bridged compound, a cyclic ether, a secondary alcohol, a hexacyclic triterpenoid and a triterpenoid saponin. It derives from a (3beta,16alpha)-13,28-epoxyoleanane-3,16-diol. It derives from a hydride of an oleanane.